4-[4,5-dichloro-2-(prop-2-en-1-yloxy)benzoyl]-2-methylpiperidine-1-carboxylic acid tert-butyl ester C(C)(C)(C)OC(=O)N1C(CC(CC1)C(C1=C(C=C(C(=C1)Cl)Cl)OCC=C)=O)C